methyl 5-methoxy-6-oxo-4-(pyridin-3-ylamino)pyran-2-carboxylate COC1=C(C=C(OC1=O)C(=O)OC)NC=1C=NC=CC1